C1(=CC=CC=C1)[Se]C=C(SC#N)C1=CC=C(C=C1)Br (2-(4-bromophenyl)-2-thiocyanovinyl) (phenyl) selenoether